C(C(=C)C)(=O)OCC(COCCC[SiH2]C(O[Si](C)(C)C)O[Si](C)(C)C)O (3-methacryloxy-2-hydroxypropoxy)propyl-bis(trimethyl-siloxy)methyl-silane